2-[[[(2S)-2-(tert-butoxycarbonylamino)propionyl]-[(2,4-dimethoxyphenyl)methyl]amino]methyl]benzoic acid C(C)(C)(C)OC(=O)N[C@H](C(=O)N(CC1=C(C=C(C=C1)OC)OC)CC1=C(C(=O)O)C=CC=C1)C